3-(6-(3-methylsulfonylaminophenyl)pyridin-3-yl)-1H-1,2,4-triazole-3,5-diamine CS(=O)(=O)NC=1C=C(C=CC1)C1=CC=C(C=N1)C1(NNC(=N1)N)N